cholesta-5-en-3β-ol CC(C)CCC[C@@H](C)[C@H]1CC[C@H]2[C@@H]3CC=C4C[C@H](CC[C@]4(C)[C@H]3CC[C@]12C)O